C(C)OC(=O)C=1C=CC2=C(N(C=N2)CC2(CC2)CF)C1 1-((1-(fluoromethyl)cyclopropyl)methyl)-1H-benzo[d]imidazole-6-carboxylic acid ethyl ester